FC(CN[C@@H]1CC[C@H](CC1)NC(C1=CC=C(C=C1)C1=NC(=CC2=C1C=CO2)C)=O)F N-{trans-4-[(2,2-difluoroethyl)amino]cyclohexyl}-4-(6-methylfuro[3,2-c]pyridin-4-yl)benzamide